CC1=CC=C(C=C1)/C=C/C(=O)O (E)-3-(p-methylphenyl)acrylic acid